BrC=1N=C2C(=NC1)N(C(=N2)C2=CC=C(C=C2)F)C 5-bromo-2-(4-fluorophenyl)-1-methyl-1H-imidazo[4,5-b]Pyrazine